7-(3-(2,4-Difluoro-3-hydroxy-5-(trifluoromethyl)phenyl)-1-methyl-1H-pyrazolo[3,4-d]pyrimidin-6-yl)-1,7-diazaspiro[3.5]nonan-2-one FC1=C(C=C(C(=C1O)F)C(F)(F)F)C1=NN(C2=NC(=NC=C21)N2CCC1(CC(N1)=O)CC2)C